C(#N)C1=CC(=C(OC=2C3=C(N=C(N2)NC2=CC=C(C=C2)C#N)CCN(C3)C(C(CC3=CC=CC=C3)NC(OCCCC)=O)=O)C(=C1)C)C butyl (1-(4-(4-cyano-2,6-dimethylphenoxy)-2-((4-cyanophenyl)amino)-7,8-dihydropyrido[4,3-d]pyrimidine-6(5H)-yl)-1-oxo-3-phenylpropane-2-yl)carbamate